CCCCCCCCCCCCCCCCCC(=O)OC(C)C(=O)O stearoyllactic acid